BrC1=NC=C(C(=C1)NC)N1N=CC=N1 2-bromo-N-methyl-5-(2H-1,2,3-triazol-2-yl)pyridin-4-amine